(S)-2-(4-(7-(8-chloronaphthalen-1-yl)-8-fluoro-2-((1-(3-methoxypropyl)piperidin-4-yl)oxy)quinazolin-4-yl)piperazin-2-yl)acetonitrile ClC=1C=CC=C2C=CC=C(C12)C1=CC=C2C(=NC(=NC2=C1F)OC1CCN(CC1)CCCOC)N1C[C@@H](NCC1)CC#N